N[C@@H](C(=O)O)CNC(C1=CC(=CC(=C1)C1=CN=NN1C(C)C)F)=O (R)-2-amino-3-(3-fluoro-5-(1-isopropyl-1H-1,2,3-triazol-5-yl)benzamido)propanoic acid